N1(CCNCC1)C1=NC=2N(C(=N1)N)N=CC2 piperazin-1-yl-pyrazolo[1,5-a][1,3,5]triazin-4-amine